ClC=1N=NC(=CC1CCCCCl)Cl 3,6-dichloro-4-(4-chlorobutyl)pyridazine